(2S,4R)-1-(2-(3-acetyl-5-(2-methylpyrimidin-5-yl)-1H-indazol-1-yl)acetyl)-N-(6-bromo-3-methylpyridin-2-yl)-4-fluoro-4-methylpyrrolidine-2-carboxamide C(C)(=O)C1=NN(C2=CC=C(C=C12)C=1C=NC(=NC1)C)CC(=O)N1[C@@H](C[C@@](C1)(C)F)C(=O)NC1=NC(=CC=C1C)Br